C(C)(C)C1=C(C(=CC=C1)C(C)C)C1=CC=C(N1)CC(CN(C)CC=1NC(=CC1)C1=C(C=CC=C1C(C)C)C(C)C)NC 1,N2-bis((5-(2,6-diisopropylphenyl)-1H-pyrrol-2-yl)methyl)-N1,N2-dimethylethane-1,2-diamine